[K+].FC(C(C(C(S(=O)(=O)[O-])(F)F)(F)F)(F)F)(F)F nonafluorobutane-1-sulfonic acid potassium salt